C(C)(C)(C)C1=C(C=C(C=C1)N1C(C2=CC=CC=C2[C@@H]([C@H]1C1=CC2=C(OCCN2C(C)C)C=C1)C(=O)O)=O)Cl |r| (3S,4S) and (3R,4R)-2-(4-(tert-butyl)-3-chlorophenyl)-3-(4-isopropyl-3,4-dihydro-2H-benzo[b][1,4]oxazin-6-yl)-1-oxo-1,2,3,4-tetrahydroisoquinoline-4-carboxylic acid